3-(3-chloro-4-fluorophenyl)-1-(oxazol-2-yl)-1-((6,7,8,9-tetrahydro-5H-[1,2,4]triazolo[4,3-a]azepin-3-yl)methyl)urea ClC=1C=C(C=CC1F)NC(N(CC1=NN=C2N1CCCCC2)C=2OC=CN2)=O